1,4-bis(benzoxazole-2-yl)naphthalene O1C(=NC2=C1C=CC=C2)C2=CC=C(C1=CC=CC=C21)C=2OC1=C(N2)C=CC=C1